BrC1=CC(=C2C=C(NC2=C1)C(=O)N1C[C@@H]([C@H](C1)C)C(=O)N)F |o1:14,15| rel-(3R,4R)-1-[(6-bromo-4-fluoro-1H-indol-2-yl)carbonyl]-4-methyl-3-pyrrolidinecarboxamide